(3S)-3-(5-chloro-4,4'-difluoro-2',6'-dimethyl-[1,1'-biphenyl]-3-yl)-3-(2-(5-(2-(3-methoxyazetidin-1-yl)ethyl)-2-oxo-4-(trifluoromethyl)pyridin-1(2H)-yl)-4-methylpentanamido)propanoate ClC=1C(=C(C=C(C1)C1=C(C=C(C=C1C)F)C)[C@H](CC(=O)[O-])NC(C(CC(C)C)N1C(C=C(C(=C1)CCN1CC(C1)OC)C(F)(F)F)=O)=O)F